[Si](C)(C)(C(C)(C)C)OC1CCC(CC1)C(=O)OC methyl (1r,4r)-4-((tert-butyldimethylsilyl)oxy)cyclohexane-1-carboxylate